7-(cyclopent-1-en-1-yl)-1-(2,6-difluoro-4-(methylthio)benzyl)-6-methoxy-3-methyl-1,3-dihydro-2H-imidazo[4,5-c]pyridin-2-one C1(=CCCC1)C=1C2=C(C=NC1OC)N(C(N2CC2=C(C=C(C=C2F)SC)F)=O)C